FC=1C=C(C=C(C1)OC)N1CCN(CC1)C(=O)C=1C2=C(C(N(N1)C)=O)N=CC=C2 5-(4-(3-fluoro-5-methoxyphenyl)piperazine-1-carbonyl)-7-methylpyrido[2,3-d]pyridazin-8(7H)-one